L(+)-erythrulose OCC(=O)[C@@H](O)CO